C(C=C)C1C2CCC(C1=O)N2C(=O)OC(C)(C)C tert-butyl 2-allyl-3-oxo-7-azabicyclo[2.2.1]heptane-7-carboxylate